(S)-1-(1-(3-fluoro-5-(trifluoromethyl)phenyl)-2-hydroxyethyl)-4-(3-(1-methyl-1H-pyrazol-4-yl)-1H-indazol-5-yl)pyridin-2(1H)-one FC=1C=C(C=C(C1)C(F)(F)F)[C@@H](CO)N1C(C=C(C=C1)C=1C=C2C(=NNC2=CC1)C=1C=NN(C1)C)=O